ClC=1C=C(C=CC1)C1(CC1)C(=O)NC=1C=CC(=C(C(=O)O)C1)C=1C=NC(=CC1)OCC 5-({[1-(3-Chlorophenyl)cyclopropyl]carbonyl}amino)-2-(6-ethoxypyridin-3-yl)benzoic acid